CC1(OC[C@H]2N1C([C@H](SCC2)C2=CC=C(C=C2)OC2=CC=CC=C2)=O)C (6R,9aS)-3,3-dimethyl-6-(4-phenoxyphenyl)tetrahydro-3H-oxazolo[3,4-d][1,4]thiazepin-5(6H)-one